(R)-6-chloro-7-(2-(((3-chloropyridin-2-yl)oxy)methyl)pyrrolidin-1-yl)-1-(4-(methyl-sulfonamido)phenyl)-4-oxo-1,4-dihydroquinoline-3-carboxylic acid ClC=1C=C2C(C(=CN(C2=CC1N1[C@H](CCC1)COC1=NC=CC=C1Cl)C1=CC=C(C=C1)NS(=O)(=O)C)C(=O)O)=O